2,3-bis(2,4,5-trimethyl-3-thienyl)maleimide 4-methylthiophene-3-carboxylate CC=1C(=CSC1)C(=O)O.CC=1SC(=C(C1C=1C(=O)NC(C1C1=C(SC(=C1C)C)C)=O)C)C